Nα-lauroyl-L-glutamic acid C(CCCCCCCCCCC)(=O)N[C@@H](CCC(=O)O)C(=O)O